(1S,9S)-1-amino-9-ethyl-5-fluoro-9-hydroxy-1-(2-hydroxyethyl)-4-methyl-1,2,3,9,12,15-hexahydro-10H,13H-benzo[de]pyrano[3',4':6,7]indolizino[1,2-b]quinoline-10,13-dione N[C@@]1(CCC=2C=3C1=C1C(=NC3C=C(C2C)F)C2=CC3=C(C(N2C1)=O)COC([C@]3(O)CC)=O)CCO